BrC=1C=C(C=C(C1)F)C(CCCl)=O 1-(3-bromo-5-fluorophenyl)-3-chloropropan-1-one